CC1=NC2=CC=CC=C2C(=N1)OCCCN1CCC(CC1)=O 1-(3-((2-methylquinazolin-4-yl)oxy)propyl)piperidin-4-one